N-[(rel-(1R,3-endo,5S,6S,7R)-7-(tris(4-methoxyphenyl)methoxy)-6-acetoxy-8,8-dimethyl-8-azoniabicyclo[3.2.1]octane-3-yl)]succinamic acid COC1=CC=C(C=C1)C(O[C@H]1[C@H]([C@@H]2CC(C[C@H]1[N+]2(C)C)NC(CCC(=O)O)=O)OC(C)=O)(C2=CC=C(C=C2)OC)C2=CC=C(C=C2)OC |o1:10,11,12,16|